3-fluoro-4-((3-fluoro-5-(hydroxymethyl)pyridin-2-yl)oxy)benzonitrile FC=1C=C(C#N)C=CC1OC1=NC=C(C=C1F)CO